Methyl 8-oxo-5,6,7,8-tetrahydro-1,7-naphthyridine-2-carboxylate O=C1NCCC=2C=CC(=NC12)C(=O)OC